trimethyl-[2-[[3-[2-methylsulfanyl-5-(trifluoromethyl)pyrimidin-4-yl]-6-(3-methyl-1,2,4-thiadiazol-5-yl)pyrrolo[2,3-b]pyridin-1-yl]methoxy]ethyl]silane C[Si](CCOCN1C=C(C=2C1=NC(=CC2)C2=NC(=NS2)C)C2=NC(=NC=C2C(F)(F)F)SC)(C)C